BrC1=CC=CC(=N1)N(C1CC2(CC2)C1)C 6-bromo-N-methyl-N-spiro[2.3]hexan-5-yl-pyridin-2-amine